N-nonylpyridinium acetate C(C)(=O)[O-].C(CCCCCCCC)[N+]1=CC=CC=C1